4-(2,6-dibromopyridin-4-yl)-N-(4-(2,6-dibromopyridin-4-yl)phenyl)-N-phenylaniline BrC1=NC(=CC(=C1)C1=CC=C(N(C2=CC=CC=C2)C2=CC=C(C=C2)C2=CC(=NC(=C2)Br)Br)C=C1)Br